CN(C)CC1=CNC2=CC=CC=C12 3-[(DIMETHYLAMINO)METHYL]-1H-INDOL